((2S,5R)-2,5-dimethyl-4-((R)-1-(quinoxalin-6-yl)ethyl)piperazin-1-yl)-2,4-dihydro-5H-pyrazolo[4,3-B]pyridin-5-one C[C@@H]1N(C[C@H](N(C1)[C@H](C)C=1C=C2N=CC=NC2=CC1)C)N1N=C2C(NC(C=C2)=O)=C1